O1C(=NC2=C1C=CC=C2)C=2N=C(N(C(C2O)=O)C)N2[C@@H](C1=CC(=CC=C1CC2)C(=O)O)C2=C(C=CC=C2)F (S)-2-(4-(benzo[d]oxazol-2-yl)-5-hydroxy-1-methyl-6-oxo-1,6-dihydropyrimidin-2-yl)-1-(2-fluorophenyl)-1,2,3,4-tetrahydroisoquinoline-7-carboxylic acid